C1(=CC=CC=C1)C=1NC2=CC=CC=C2C1 phenyl-indole